4-(3-(4-acetylpiperazin-1-yl)-5-fluoropyridin-2-yl)-N-(3-chloro-5-(methylsulfonamido)phenyl)-5-methylthiophene-2-carboxamide C(C)(=O)N1CCN(CC1)C=1C(=NC=C(C1)F)C=1C=C(SC1C)C(=O)NC1=CC(=CC(=C1)NS(=O)(=O)C)Cl